C1(CCC1)N1N=C(C=C1)C1C(C1)C#N 2-(1-cyclobutyl-1H-pyrazol-3-yl)cyclopropane-1-carbonitrile